((2-cyanopyridin-4-yl)oxy)-2-(6-(((R)-1-(3-(difluoromethyl)-2-fluorophenyl)ethyl)amino)-5-(1,3-dioxolan-2-yl)-2-methylpyrimidin-4-yl)-N-morpholinoacetamide C(#N)C1=NC=CC(=C1)OC(C(=O)NN1CCOCC1)C1=NC(=NC(=C1C1OCCO1)N[C@H](C)C1=C(C(=CC=C1)C(F)F)F)C